ClC1=C(C=CC2=C1C(=NCC=1N2C=CC(N1)=O)C1=C(C(=CC=C1F)OC)F)Cl 8,9-dichloro-7-(2,6-difluoro-3-methoxy-phenyl)-5H-pyrimido[1,2-a][1,4]benzodiazepin-3-one